(R)-2-(methyl((1S,3S)-3-(4-(5,6,7,8-tetrahydro-1,8-naphthyridin-2-yl)butoxy)cyclopentyl)amino)-2-((3R,4S)-3,4,7-trimethylisochroman-5-yl)acetic acid CN([C@@H](C(=O)O)C1=C2[C@@H]([C@H](OCC2=CC(=C1)C)C)C)[C@@H]1C[C@H](CC1)OCCCCC1=NC=2NCCCC2C=C1